FC(COCC1OC(OC1)=O)(C(F)F)F 4-((2,2,3,3-tetrafluoropropoxy)methyl)-1,3-dioxolane-2-one